COC(\C=C\C(=O)N1CCC(CC1)N)=O (E)-4-(4-amino-1-piperidinyl)-4-oxo-but-2-enoic acid methyl ester